4-(piperidine-1-yl)aniline Tert-butyl-2-(7-bromo-4-(2-chloro-5-fluorophenoxy)-3-(1,3-dioxoisoindolin-2-yl)-5-(3-fluoro-5-(trifluoromethyl)benzamido)-1H-indazol-1-yl)acetate C(C)(C)(C)OC(CN1N=C(C2=C(C(=CC(=C12)Br)NC(C1=CC(=CC(=C1)C(F)(F)F)F)=O)OC1=C(C=CC(=C1)F)Cl)N1C(C2=CC=CC=C2C1=O)=O)=O.N1(CCCCC1)C1=CC=C(N)C=C1